Cl.ClC=1C(=C(C=CC1)C(C)(C)N)F 2-(3-chloro-2-fluorophenyl)propan-2-amine hydrochloride